C(C1=CC=CC=C1)OCC=1N2CC3=C(N=CN3C3=CC=C(C=C3C2=NN1)Cl)C=O 9-[(benzyloxy)methyl]-15-chloro-2,4,8,10,11-pentaazatetracyclo[11.4.0.02,6.08,12]heptadeca-1(17),3,5,9,11,13,15-heptaene-5-carbaldehyde